C(C)(C)(C)OC(=O)N1CCN(CC1)C=1C(=NC=C(C1)Br)C#N 4-(5-bromo-2-cyanopyridin-3-yl)piperazine-1-carboxylic acid tert-butyl ester